ClC=1C(=NC(=NC1)N[C@H]1[C@@H](COCC1)O)C=1C=C(C2=C(N(C(=N2)[C@@H]2C(C2)(F)F)C(C)C)C1)F (3S,4R)-4-((5-chloro-4-(2-((R)-2,2-difluorocyclopropyl)-4-fluoro-1-isopropyl-1H-benzo[d]imidazol-6-yl)pyrimidin-2-yl)amino)tetrahydro-2H-pyran-3-ol